tert-butyl (R)-4-(1-((7-fluoro-2-methylimidazo[1,2-a]pyridin-6-yl)carbamoyl)-2,3-dihydro-1H-pyrrolo[2,3-b]pyridin-4-yl)-2-(2-hydroxypropan-2-yl)piperazine-1-carboxylate FC1=CC=2N(C=C1NC(=O)N1CCC=3C1=NC=CC3N3C[C@@H](N(CC3)C(=O)OC(C)(C)C)C(C)(C)O)C=C(N2)C